C(C)(=O)C(CCCC(=O)O)C(C)=O 5-Acetyl-6-oxo-heptanoic acid